3-(2-Fluorophenyl)-5-(1H-indol-5-yl)-1,2,4-oxadiazole FC1=C(C=CC=C1)C1=NOC(=N1)C=1C=C2C=CNC2=CC1